NC1=NC=CC2=CC(=CC=C12)CNC(C1=C(N=CC(=C1)Cl)N(C1CCOCC1)C)=O N-((1-aminoisoquinolin-6-yl)methyl)-5-chloro-2-(methyl-(tetrahydro-2H-pyran-4-yl)amino)nicotinamide